2-(4-benzyloxy-3,5-dimethylphenyl)-5-(2-dimethylamino-ethoxy)-7-methoxy-3H-quinazoline-4-one C(C1=CC=CC=C1)OC1=C(C=C(C=C1C)C1=NC2=CC(=CC(=C2C(N1)=O)OCCN(C)C)OC)C